ClCC1=NC(=NO1)C1=CC=C(C=C1)OC 5-(chloromethyl)-3-(4-methoxyphenyl)-1,2,4-oxadiazole